6-chloro-N-(1-(2,2-difluoroethyl)-5-methyl-1H-pyrazol-4-yl)-7-(3,3,4-trimethylpiperazin-1-yl)quinazolin-2-amine ClC=1C=C2C=NC(=NC2=CC1N1CC(N(CC1)C)(C)C)NC=1C=NN(C1C)CC(F)F